(1R,2S,5S)-3-(2,2-diphenylacetyl)-8-(3-phenylbutyryl)-3,8-diazabicyclo[3.2.1]octane-2-carboxylic acid C1(=CC=CC=C1)C(C(=O)N1[C@@H]([C@H]2CC[C@@H](C1)N2C(CC(C)C2=CC=CC=C2)=O)C(=O)O)C2=CC=CC=C2